N-(4-((3-(2-(((1r,4r)-4-aminocyclohexyl)amino)pyrimidin-4-yl)pyridin-4-yl)oxy)-3-fluorophenyl)2-methoxybenzenesulfonamide NC1CCC(CC1)NC1=NC=CC(=N1)C=1C=NC=CC1OC1=C(C=C(C=C1)NS(=O)(=O)C1=C(C=CC=C1)OC)F